N-(4-([1,4'-bipiperidin]-1'-ylmethyl)phenyl)-4-((3-nitrophenyl)amino)benzamide N1(CCCCC1)C1CCN(CC1)CC1=CC=C(C=C1)NC(C1=CC=C(C=C1)NC1=CC(=CC=C1)[N+](=O)[O-])=O